C(C)N1C(=NC2=C1C=C(C=C2)OC2=CC=C(C=C2)S(=O)(=O)C)C(C(F)(F)F)(O)C2=CC=C(C=C2)OC 1-(1-Ethyl-6-(4-(methylsulfonyl)phenoxy)-1H-benzo[d]imidazol-2-yl)-2,2,2-trifluoro-1-(4-methoxyphenyl)ethanol